SCC=1NC2=C(N1)C=CC=C2.[Zn] zinc 2-mercaptomethyl-benzimidazole